ClC=1C=C(CN2CC3=C(CC2)N(N(C3=O)CC3=CC=C(C=C3)Cl)C)C=C(C1)F 5-(3-chloro-5-fluorobenzyl)-2-(4-chlorobenzyl)-1-methyl-1,2,4,5,6,7-hexahydro-3H-pyrazolo[4,3-c]pyridin-3-one